(cyclohexane-1,2-diyl-dimethylene) diisocyanate C1(C(CCCC1)CN=C=O)CN=C=O